ClCC(=O)C1=C2N(N=C1)CCC2 2-chloro-1-(5,6-dihydro-4H-pyrrolo[1,2-b]pyrazol-3-yl)ethanone